P1(=O)(OC2=C(C=C(C=C2C(C)(C)C)C)CC2=C(C(=CC(=C2)C)C(C)(C)C)O1)[O-].[Li+] lithium 2,2'-methylene-bis(4-methyl-6-tert-butylphenyl) phosphate